2-[2-(4-octylphenyl)ethyl]Propane-1,3-diol C(CCCCCCC)C1=CC=C(C=C1)CCC(CO)CO